ClCCCCCCOCCOCCNC(=O)C1=CC=C2C(C(C3(C4=CC=C(C=C4OC=4C=C(C=CC34)N3[C@H](CC3)CO)N3[C@H](CC3)CO)C2=C1)=[N+]=[N-])=O N-(2-(2-((6-chlorohexyl)oxy)ethoxy)ethyl)-2-diazo-3',6'-bis((R)-2-(hydroxymethyl)azetidin-1-yl)-3-oxo-2,3-dihydrospiro[indene-1,9'-xanthene]-6-carboxamide